CNC([C@H](CC=C)NC(OC(C)(C)C)=O)=O tert-butyl (S)-(1-(methylamino)-1-oxopent-4-en-2-yl)carbamate